ClC=1C(=CC(=C(C(=O)NC2=CC(=NC=C2)[S@](=O)(C)=NC(OC(C)(C)C)=O)C1)F)C(F)(F)F tert-butyl (R)-((4-(5-chloro-2-fluoro-4-(trifluoromethyl)benzamido)pyridin-2-yl)(methyl)(oxo)-λ6-sulfaneylidene)carbamate